N-methoxy-N-methylquinoxaline-6-carboxamide-2,3-d2 CON(C(=O)C=1C=C2N=C(C(=NC2=CC1)[2H])[2H])C